C(C)(C)(C)O[C@@H]([C@H](N)C(=O)O)C L-O-tert-butylthreonine